(R/S)-6-(4-fluoro-3-methyl-phenyl)-1-(2-hydroxybutyl)-3H-imidazo[4,5-b]Pyridine FC1=C(C=C(C=C1)C=1C=C2C(=NC1)NCN2C[C@@H](CC)O)C |r|